ClC=1N=C(SC1C(=O)NCC1=NC=C(C=C1F)F)N1CCC(CC1)N1C[C@@H](CCC1)C 4-chloro-N-[(3,5-difluoropyridin-2-yl)methyl]-2-[(3R)-3-methyl-[1,4'-bipiperidine]-1'-yl]-1,3-thiazole-5-carboxamide